tert-butyl 4-((4-(3-(4-cyclopropylphenoxy)propyl)phenyl)carbamoyl)piperazine-1-carboxylate C1(CC1)C1=CC=C(OCCCC2=CC=C(C=C2)NC(=O)N2CCN(CC2)C(=O)OC(C)(C)C)C=C1